2,2-difluoro-3-(methacryloyloxy)pentanoic acid tert-butyl ester C(C)(C)(C)OC(C(C(CC)OC(C(=C)C)=O)(F)F)=O